BrCC1=NN(C(=C1)C1=CC(=CC=C1)OCC(C)C)C=1C=CC=C2C=NN(C12)C 7-[3-(bromomethyl)-5-[3-(2-methylpropoxy)phenyl]-1H-pyrazol-1-yl]-1-methyl-1H-indazole